N-(4-bromo-2-carbamoyl-6-methyl-phenyl)-2-cyclopropyl-5-(difluoromethyl)pyrazole-3-carboxamide BrC1=CC(=C(C(=C1)C)NC(=O)C=1N(N=C(C1)C(F)F)C1CC1)C(N)=O